7-(6-(((1S,2S,3R,5R)-2-fluoro-8-azabicyclo[3.2.1]octan-3-yl)(methyl)amino)pyridazin-3-yl)isoquinolin-6-ol F[C@H]1[C@@H]2CC[C@H](C[C@H]1N(C1=CC=C(N=N1)C1=C(C=C3C=CN=CC3=C1)O)C)N2